C(CCCCCCC=CCC=CCC=C)C1=C(C=CC=C1)O 8,11,14-pentadecatrienylphenol